4-bromo-N-[5-(4-chlorothiophen-3-yl)-1,3,4-thiadiazol-2-yl]-5-methoxy-6-oxopyran-2-carboxamide BrC=1C=C(OC(C1OC)=O)C(=O)NC=1SC(=NN1)C1=CSC=C1Cl